C(C)(=O)N1C(CCC2=CC(=CC=C12)C1=CC=C(CNC(CNC(=O)C=2N=C3N(C=C(N=C3N3CCOCC3)C=3C=NC(=NC3)N)C2)=O)C=C1)C N-(2-((4-(1-Acetyl-2-methyl-1,2,3,4-tetrahydroquinolin-6-yl)benzyl)amino)-2-oxoethyl)-6-(2-aminopyrimidin-5-yl)-8-morpholinoimidazo[1,2-a]pyrazine-2-carboxamide